2-(3-Methoxycyclobutyl)ethan COC1CC(C1)CC